C(C1=CC=CC=C1)N1[C@H]2CC(C[C@@H]1CC2)C=2N(C1=CC(=CC=C1C2)C(=O)N)C2=CC=CC=C2 ((1R,3s,5S)-8-benzyl-8-azabicyclo[3.2.1]oct-3-yl)-1-phenyl-1H-indole-6-carboxamide